C(C)OC(=O)N1[C@H]2[C@@H](CCC1)CNC2.C(C)O[Si](OCC)(OCC)C[Si](OCC)(OCC)OCC di(triethoxysilyl)methane ethyl-(4aS,7aS)-octahydro-6H-pyrrolo[3,4-b]pyridine-1-carboxylate